4-[(3-chloro-4-fluorophenyl)amino]-6-{trans-4-[(morpholine-4-yl)carbonylamino]-cyclohexane-1-yloxy}-7-methoxy-quinazoline ClC=1C=C(C=CC1F)NC1=NC=NC2=CC(=C(C=C12)O[C@@H]1CC[C@H](CC1)NC(=O)N1CCOCC1)OC